O=C1C(C1)C(=O)[O-] oxocyclopropane-2-carboxylate